N[C@H](C(=O)N1[C@H]2C[C@H]2C[C@H]1C#N)C12CC3(CC(CC(C1)C3)C2)OCCN2CC(C2)NC(C2=C(C=CC=C2)O)=O N-(1-(2-((3-((S)-1-amino-2-((1S,3S,5S)-3-cyano-2-azabicyclo[3.1.0]hexan-2-yl)-2-oxoethyl)adamantan-1-yl)oxy)ethyl)azetidin-3-yl)-2-hydroxybenzamide